FC1(C(NCC(O1)C1=CC(=NC=C1)C)=O)F 2,2-difluoro-6-(2-methylpyridin-4-yl)morpholin-3-one